7-fluoro-4-(1-methyl-1H-1,2,4-triazol-3-yl)-2-(pyrrolidin-1-ylsulfonyl)-5-(trifluoromethyl)-1H-indole FC=1C=C(C(=C2C=C(NC12)S(=O)(=O)N1CCCC1)C1=NN(C=N1)C)C(F)(F)F